NC1=C(C=C(C(=N1)N1C=C(C(C2=CC(=C(C(=C12)Cl)N1CC(C1)O)F)=O)C(=O)O)F)F 1-(6-amino-3,5-difluoro-2-pyridinyl)-8-chloro-6-fluoro-1,4-dihydro-7-(3-hydroxyazetidin-1-yl)-4-oxo-3-quinolinecarboxylic acid